13-hexyl-2,9,10-trimethoxy-3-((3-nitrobenzyl)oxy)-5,6-dihydroisoquinolino[3,2-a]isoquinolin-7-ium C(CCCCC)C1=C2C=CC(=C(C2=C[N+]2=C1C=1C=C(C(=CC1CC2)OCC2=CC(=CC=C2)[N+](=O)[O-])OC)OC)OC